NO.NO.[N+](=O)([O-])C(C1=C(N=NN1)[N+](=O)[O-])[N+](=O)[O-] 5-dinitromethyl-4-nitro-1,2,3-triazole bishydroxylamine salt